[Cl-].CN1C(C=CC=C1)=C1N(C=CC=C1)C N,N'-dimethyl-bipyridyl chloride